NC1=NC2=CC=C(C=C2C=N1)C=1C(=C(C=CC1F)NS(=O)(=O)C1=CC(=CC=C1)C(C)C)F N-(3-(2-aminoquinazolin-6-yl)-2,4-difluorophenyl)-3-isopropylbenzenesulfonamide